(thiazol-2-yl)methanol S1C(=NC=C1)CO